[I-].C(C)(C)(C)C1=CC=C(CN)C=C1 4-t-butylbenzylamine iodide